C(C)(=O)C1=C(C=C(S1)C(C(C(=O)OC)C)C1=CC(=C(C=C1)C)COCC1=CC=C(C=C1)C)F Methyl 3-(5-Acetyl-4-fluorothiophen-2-yl)-3-(3-{[(4-Methylbenzyl) Oxy] Methyl}-4-Methylphenyl)-2-Methylpropanoate